ClC1=C(C=C(C(=O)NC2=CC=C(C=C2)F)C=C1)S(=O)(=O)N1CCC2=CC=CC=C12 4-chloro-N-(4-fluorophenyl)-3-(indolin-1-ylsulfonyl)benzamide